8-(4-chloro-2-fluoro-phenyl)-2,3-dimethyl-6-[2-(2-methyl-4-pyridyl)morpholin-4-yl]pyrido[3,4-d]pyrimidin-4-one ClC1=CC(=C(C=C1)C1=NC(=CC2=C1N=C(N(C2=O)C)C)N2CC(OCC2)C2=CC(=NC=C2)C)F